2-(((6-(4-((6-ethoxypyrazin-2-yl)amino)-3-methylisoxazol-5-yl)-2-methylpyridin-3-yl)oxy)methyl)cyclohexane-1-carboxylic acid C(C)OC1=CN=CC(=N1)NC=1C(=NOC1C1=CC=C(C(=N1)C)OCC1C(CCCC1)C(=O)O)C